5-(4-(3-(5-ethyl-6-methoxypyridin-2-yl)cyclopent-2-en-1-yl)piperazin-1-yl)-N-methylpicolinamide C(C)C=1C=CC(=NC1OC)C1=CC(CC1)N1CCN(CC1)C=1C=CC(=NC1)C(=O)NC